2H-benzo[e][1,3]thiazine S1CN=CC2=C1C=CC=C2